(3R,6S,10S)-6,10,α,α-tetramethylbicyclo[5.3.0]dec-1(7)-ene-3-methanol C[C@H]1CC[C@H](CC=2[C@H](CCC12)C)C(O)(C)C